C(=C\C=C)/C=1C(=C(C(=C2C=NNC12)C=1N=CC=2N(C1)C=C(N2)NC(=O)[C@H]2[C@H](C2)F)Cl)F (1S,2S)-N-(6-(7-((E)-butane-1,3-dien-1-yl)-5-chloro-6-fluoro-1H-indazol-4-yl)imidazo[1,2-a]pyrazin-2-yl)-2-fluorocyclopropane-1-carboxamide